BrC=1C=C(NC1)C(=O)OCC1=CC=CC=C1 Benzyl 4-bromo-1H-pyrrole-2-carboxylate